C1(CCC1)NC1=NC=CC(=N1)O[C@@H]1CN(CC1)CC(=O)NC=1C=CC=C2C(=CNC12)C1=NC(=NC=C1C)NC1=NN(C(=C1)C)C (S)-2-(3-((2-(cyclobutylamino)pyrimidin-4-yl)oxy)pyrrolidin-1-yl)-N-(3-(2-((1,5-dimethyl-1H-pyrazol-3-yl)amino)-5-methylpyrimidin-4-yl)-1H-indol-7-yl)acetamide